FC=1C(=NC(=NC1)N)C=1C=C(C2=C(N(C(=N2)C)C(C)C)C1)F 5-fluoro-4-[4-fluoro-2-methyl-1-(1-methylethyl)-1H-benzimidazol-6-yl]pyrimidin-2-amine